N1=CN=C2N(C=NC2=C1)C1CC(CO1)O 5-(9H-purin-9-yl)tetrahydrofuran-3-ol